CC1=NN=C(N=N1)C1=CC=C(C=C1)CNC(=O)CN(C(=O)CNC(=O)CNC(OC(C)(C)C)=O)CC(NCC1=CC=C(C=C1)C=1N=NC(=NN1)C)=O Tert-butyl N-{[({bis[({[4-(6-methyl-1,2,4,5-tetrazin-3-yl)phenyl]methyl}carbamoyl)methyl]carbamoyl}methyl)carbamoyl]methyl}carbamate